FC1=CC=C(CN2C(CCC2)=O)C=C1 1-(4-fluorobenzyl)pyrrolidin-2-one